2-((1r,4r)-4-Formylcyclohexyl)-N-(imidazo[1,2-b]pyridazin-3-yl)-6-methoxy-2H-indazole-5-carboxamide C(=O)C1CCC(CC1)N1N=C2C=C(C(=CC2=C1)C(=O)NC1=CN=C2N1N=CC=C2)OC